CCCCCCC(CC=O)=O nonane-7,9-dione